C1(CC1)COC=1C=CC(=NC1)CN1N=CC(=C1)B1OC(C(O1)(C)C)(C)C 5-(cyclopropylmethoxy)-2-[[4-(4,4,5,5-tetramethyl-1,3,2-dioxaborolan-2-yl)pyrazol-1-yl]methyl]pyridine